6-chloro-7-(2-fluoro-5-hydroxyphenyl)-4-((2S)-2-methyl-4-(2-propenoyl)-1-piperazinyl)-1-(2-(2-propanyl)phenyl)pyrido[2,3-d]pyrimidin-2(1H)-one ClC1=CC2=C(N(C(N=C2N2[C@H](CN(CC2)C(C=C)=O)C)=O)C2=C(C=CC=C2)C(C)C)N=C1C1=C(C=CC(=C1)O)F